ClC=1C=NN2C1N=C(N=C2C2(CCC(CC2)NCCOC)N)C2=C(C=CC=C2F)F 1-(8-chloro-2-(2,6-difluorophenyl)pyrazolo[1,5-a][1,3,5]triazin-4-yl)-N4-(2-methoxyethyl)cyclohexane-1,4-diamine